[N+](=O)([O-])C=1C=C(OCCCNC(OC(C)(C)C)=O)C=CC1 tert-Butyl (3-(3-nitrophenoxy)propyl)carbamate